O1CCC(=CC1)C=1C=CC(=C(C1)S(=O)(=O)NC=1C=NC=2CCNC(C2C1)=O)OC 5-(3,6-dihydro-2H-pyran-4-yl)-2-methoxy-N-(5-oxo-5,6,7,8-tetrahydro-1,6-naphthyridin-3-yl)benzenesulfonamide